ClC=1C=CC=C2C=CC=C(C12)N1CC=2N=C(N=C(C2CC1)N1C[C@@H](N(CC1)C(\C=C\C(F)F)=O)CC#N)OC[C@H]1N(CCC1)C 2-[(2S)-4-[7-(8-chloro-1-naphthyl)-2-[[(2s)-1-methylpyrrolidin-2-yl]methoxy]-6,8-dihydro-5H-pyrido[3,4-d]pyrimidin-4-yl]-1-[(E)-4,4-difluorobut-2-enoyl]piperazin-2-yl]acetonitrile